tert-butyl (2S,4R)-2-(((4-carbamimidoylthiophen-2-yl)methyl)carbamoyl)-4-(cyclopropylmethoxy)pyrrolidine-1-carboxylate C(N)(=N)C=1C=C(SC1)CNC(=O)[C@H]1N(C[C@@H](C1)OCC1CC1)C(=O)OC(C)(C)C